9-(2,2-dibromovinyl)anthracene BrC(=CC=1C2=CC=CC=C2C=C2C=CC=CC12)Br